cyano-7-methoxy-1-thiophen-3-yl-1,4-dihydro-chromeno[4,3-c]pyrazole-3-carboxylic acid C(#N)C1OC=2C=C(C=CC2C=2N(N=C(C21)C(=O)O)C2=CSC=C2)OC